2-methyl-N-(1H-pyrazol-3-yl)-5-((2-(trifluoromethyl)pyridin-3-yl)methoxy)benzofuran-3-carboxamide CC=1OC2=C(C1C(=O)NC1=NNC=C1)C=C(C=C2)OCC=2C(=NC=CC2)C(F)(F)F